(E)-3-(4-Hydroxyphenyl)-1-(4-methylsulfonylphenyl)prop-2-en-1-one OC1=CC=C(C=C1)/C=C/C(=O)C1=CC=C(C=C1)S(=O)(=O)C